CC(C)(C)[S@@](=O)/N=C(\C)/CCC (R,E)-2-Methyl-N-(2-pentylidene)propane-2-sulfinamide